ClC1=C(C=CC=C1)S(=O)(=O)NC1=NC(=C(C=C1)\C=C\C=1C=NC(=NC1)NC1CCC(CC1)N(CC)CC)C 2-chloro-N-(5-((E)-2-(2-(((1r,4r)-4-(diethylamino)cyclohexyl)amino)pyrimidin-5-yl)vinyl)-6-methylpyridin-2-yl)benzenesulfonamide